tert-butyl (2R,6R)-4-(4-chloro-3-iodo-1H-pyrazolo[3,4-b]pyridin-6-yl)-2,6-dimethyl-piperazine-1-carboxylate ClC1=C2C(=NC(=C1)N1C[C@H](N([C@@H](C1)C)C(=O)OC(C)(C)C)C)NN=C2I